2,3-diacetoxyMethyl-indole 4-(2-(5-bromo-2,3-di-hydroxybenzylideneamino)-4-methoxy-3-oxobutyl)phenyl-isobutyrate BrC=1C=C(C(=C(C=NC(CC2=CC=C(C=C2)OC(C(C)C)=O)C(COC)=O)C1)O)O.C(C)(=O)OCC=1NC2=CC=CC=C2C1COC(C)=O